3-octyl-1,5-pentanediol C(CCCCCCC)C(CCO)CCO